tert-butyl 3-((dimethylamino)methyl)-4-hydroxy-4-(3-(methoxy-d3)phenyl)piperidine-1-carboxylate CN(C)CC1CN(CCC1(C1=CC(=CC=C1)OC([2H])([2H])[2H])O)C(=O)OC(C)(C)C